tert-butyl (3-(3-(5-(3,5-dichloro-2-methoxyphenyl)-1H-imidazol-2-yl)-1H-indazole-5-carboxamido)propyl)carbamate ClC=1C(=C(C=C(C1)Cl)C1=CN=C(N1)C1=NNC2=CC=C(C=C12)C(=O)NCCCNC(OC(C)(C)C)=O)OC